tert-Butyl 3-(1-ethyl-2-formyl-4-methyl-1H-imidazole-5-carboxamido)azetidine-1-carboxylate C(C)N1C(=NC(=C1C(=O)NC1CN(C1)C(=O)OC(C)(C)C)C)C=O